Br[C@@H](C(=O)OCC1=CC=CC=C1)C |r| Benzyl racemic-2-bromopropionate